5-(4-acetylphenyl)oxazole-4-carboxylic acid C(C)(=O)C1=CC=C(C=C1)C1=C(N=CO1)C(=O)O